Racemic-2-amino-3-((triisopropylsilyl)oxy)propan-1-ol N[C@H](CO)CO[Si](C(C)C)(C(C)C)C(C)C |r|